(5S,8S,10aR)-5-((tert-butoxycarbonyl)amino)-3-(2-(methylsulfonyl)acetyl)-6-oxodecahydropyrrolo[1,2-a][1,5]diazocine-8-carboxylic acid C(C)(C)(C)OC(=O)N[C@H]1CN(CC[C@@H]2N(C1=O)[C@@H](CC2)C(=O)O)C(CS(=O)(=O)C)=O